FC(CN1C(=NC2=C1C=C(C=C2F)C=2C(=CN1N=C(N=C(C12)OC([2H])([2H])[2H])NC1CCC2(COC2)CC1)F)C)F 5-(1-(2,2-difluoroethyl)-4-fluoro-2-methyl-1H-benzo[d]imidazol-6-yl)-6-fluoro-4-(methoxy-d3)-N-(2-oxaspiro[3.5]nonan-7-yl)pyrrolo[2,1-f][1,2,4]triazin-2-amine